(R)-2-(1-cyclopropyl-2-hydroxy-2-methylpropyl)-7-(3-fluoro-4-(5-methyl-1,3,4-oxadiazol-2-yl)phenyl)isoindolin-1-one C1(CC1)[C@H](C(C)(C)O)N1C(C2=C(C=CC=C2C1)C1=CC(=C(C=C1)C=1OC(=NN1)C)F)=O